C(CC\C=C/CCCCC)C(C(CCCC=CCCCCC)OC(CCCCN(C)C)=O)CCCC=CCCCCC 12-((Z)-dec-4-enyl)docosa-6,16-dien-11-yl-5-(dimethylamino)pentanoate